2-bromo-6-(oxetan-3-yl)pyridine BrC1=NC(=CC=C1)C1COC1